C(C)(C)C1=NC=CC=N1 e-isopropylpyrimidin